C(C)N1C=NC2=C1N=NC=C2C2=CC(=C(C=C2)F)C2=C(C(=NC=C2)C)OC 7-ethyl-4-(4-fluoro-3-(3-methoxy-2-methylpyridin-4-yl)phenyl)-7H-imidazo[4,5-c]Pyridazine